[5-(6-hydroxyhex-1-ynyl)-3-methyl-2-oxo-benzimidazol-1-yl]Piperidine OCCCCC#CC1=CC2=C(N(C(N2C)=O)N2CCCCC2)C=C1